(E)-N-benzyl-2-((2S,3S,12bS)-3-ethyl-8-methoxy-1,2,3,4,6,7,12,12b-octahydroindolo[2,3-a]quinolizin-2-yl)-3-methoxy-N-methylacrylamide C(C1=CC=CC=C1)N(C(\C(=C\OC)\[C@@H]1[C@@H](CN2CCC3=C([C@@H]2C1)NC1=CC=CC(=C13)OC)CC)=O)C